1-(imidazol-1-yl)-5H,6H,7H-cyclopenta[c]pyridine-3-carboxylic acid N1(C=NC=C1)C1=NC(=CC2=C1CCC2)C(=O)O